OCCC1=CC=C(C=C1)CC#N 2-(4-(2-hydroxyethyl)phenyl)acetonitrile